Cl.Cl.C(CCCCCCCCCCCCC)(=O)O[C@@H](COP(=O)(O)OCC(COC([C@H](CC(=O)O)N)=O)OC([C@H](CC(=O)O)N)=O)COC(CCCCCCCCCCCCC)=O (3S,3'S)-4,4'-((3-((((R)-2,3-bis(tetradecanoyloxy)propoxy)(hydroxy)phosphoryl)oxy)propane-1,2-diyl)bis(oxy))bis(3-amino-4-oxobutanoic acid) dihydrochloride